C(C)C=1C(=CC=C2C=C(C=C(C12)C1=C(C=2N=C(N=C(C2C=N1)N1C[C@](CCC1)(C)O)OCC1(CC1)C=O)F)OCOC)F 1-[({7-[8-ethyl-7-fluoro-3-(methoxymethoxy)naphthalen-1-yl]-8-fluoro-4-[(3R)-3-hydroxy-3-methylpiperidin-1-yl]pyrido[4,3-d]pyrimidin-2-yl}oxy)methyl]cyclopropane-1-carbaldehyde